N-(3-chlorophenyl)-3-{3-(4-methoxyphenyl)-1,2,4-oxadiazol-5-yl}propanamide ClC=1C=C(C=CC1)NC(CCC1=NC(=NO1)C1=CC=C(C=C1)OC)=O